C1(C2C(C(=O)O1)S2)=[O+][S-] Maleic Anhydride Disulfide